4-(2,2,3,3-tetrafluoropropyl)morpholine FC(CN1CCOCC1)(C(F)F)F